O[C@H]1[C@@H](CCC1)C1=C(N=C2C3=C(C=NC2=C1C(=O)N)N(N=C3)C)C3=CC=C(C=C3)C(F)(F)F ((1S,2R)-2-hydroxycyclopentyl)-7-methyl-2-(4-(trifluoromethyl)phenyl)-7H-pyrazolo[3,4-c][1,5]naphthyridine-4-carboxamide